CC(C([2H])(C1=CC2=CC=CC=C2C=C1)C1=NC2=CC=CC=C2C=C1)C 2-(2-methyl-1-(2-naphthyl)propyl-1-d)quinoline